ClC1=CC(=NC=C1)C(=O)OC 4-Chloro-2-(methoxycarbonyl)pyridine